C(C)(=O)OCC(CC(CCCCCCCCCCCC#C)O)O 2,4-dihydroxy-heptadec-16-ynyl acetate